Cl.NCC(C#N)NC1=CN=CC2=CC=CC=C12 3-amino-2-(isoquinolin-4-ylamino)propanenitrile hydrochloride